FC1=CC=C(C=C1)N1C(C=C(C(=C1)C1=NN(C=C1)C)CNS(=O)(=O)C)=O N-((1-(4-fluorophenyl)-5-(1-methyl-1H-pyrazol-3-yl)-2-oxo-1,2-dihydropyridin-4-yl)methyl)methanesulfonamide